NN1C2=C(C(=C1C(=C1C=CC(C(=C3C=CC(=C(C=4C=CC(=C2C2=C(C(=C(C(=C2F)F)F)F)F)N4)C4=C(C(=C(C(=C4F)F)F)F)F)N3)C3=C(C(=C(C(=C3F)F)F)F)F)=N1)C1=C(C(=C(C(=C1F)F)F)F)F)N)N triaminotetra(pentafluorophenyl)porphyrin